6-chloro-N-(4,4-difluorocyclohexyl)-N-methyl-2-(4-methylthiazol-2-yl)pyrimidin-4-amine ClC1=CC(=NC(=N1)C=1SC=C(N1)C)N(C)C1CCC(CC1)(F)F